C1(=CC=C(C=C1)CCOC1C2C=CC(C1)C2)C2=CC=CC=C2 5-(2-([1,1'-biphenyl]-4-yl)ethoxy)bicyclo[2.2.1]hept-2-ene